N1N=CC2=NC=CN=C12 4,7-diaza-1H-indazole